1-(1-(tert-butoxycarbonyl)piperidin-4-yl)-2-oxo-1,2-dihydropyridine-4-carboxylic acid C(C)(C)(C)OC(=O)N1CCC(CC1)N1C(C=C(C=C1)C(=O)O)=O